2-(tert-butyl) 3-methyl (S)-6-fluoro-7-((4-methyloxazol-5-yl)methoxy)-3,4-dihydroisoquinoline-2,3(1H)-dicarboxylate FC=1C=C2C[C@H](N(CC2=CC1OCC1=C(N=CO1)C)C(=O)OC(C)(C)C)C(=O)OC